ClC=1C=C(C=CC1F)N1N=C(C=C1)[C@H](C(=O)NC1=CC(=NN1)C1CC1)C (R)-2-(1-(3-chloro-4-fluorophenyl)-1H-pyrazol-3-yl)-N-(3-cyclopropyl-1H-pyrazol-5-yl)propanamide